C1=NC=CC2=C1C(CC2)=O 5H-cyclopenta[c]Pyridine-7(6H)-one